C(O)C(=NO)CO methylol ketoxime